BrCC(CO)O 3-bromopropane-1,2-diol